(2R)-6-chloro-4-oxo-N-[trans-4-(2-{[cis-3-(trifluoromethoxy)cyclobutyl]oxy}acetamido)cyclohexyl]-3,4-dihydro-2H-1-benzopyran-2-carboxamide ClC=1C=CC2=C(C(C[C@@H](O2)C(=O)N[C@@H]2CC[C@H](CC2)NC(CO[C@@H]2C[C@@H](C2)OC(F)(F)F)=O)=O)C1